Methyl (2S,4S)-1-benzyl-4-cyanopyrrolidine-2-carboxylate C(C1=CC=CC=C1)N1[C@@H](C[C@@H](C1)C#N)C(=O)OC